2-(6-ethoxypyridin-2-yl)-1-(2-methoxy-6-(trifluoromethyl)phenyl)-1H-imidazo[4,5-b]pyrazin-6-ol C(C)OC1=CC=CC(=N1)C1=NC=2C(=NC(=CN2)O)N1C1=C(C=CC=C1C(F)(F)F)OC